ClC=1C(=C(C=CC1)C=1CCCC2=C(C1C1=CC=C(C=C1)C=C1CN(C1)CCCF)C=CC=C2)F 8-(3-Chloro-2-fluorophenyl)-9-(4-((1-(3-fluoropropyl)azetidin-3-yliden)methyl)phenyl)-6,7-dihydro-5H-benzo[7]annulen